CC=1C(=C2C(=NC1C(F)(F)F)C(CC2)C)NC(OCC(Cl)(Cl)Cl)=O 2,2,2-trichloroethyl (3,7-dimethyl-2-(trifluoromethyl)-6,7-dihydro-5H-cyclopenta[b]pyridin-4-yl)carbamate